C(C)C(C(=O)[O-])(CCCCCCCCCCCCCCCC)OCCCCCC Ethylhexyloxystearate